C(#C)C=1C=C(C=C(C1)N1CCNCC1)C1=NC=2C=CC3=C(C2C=C1)C1=C(S3)C(N[C@@H](CN1)C)=O (R)-3-(3-ethynyl-5-(piperazin-1-yl)phenyl)-10-methyl-9,10,11,12-tetrahydro-8H-[1,4]diazepino[5',6':4,5]thieno[3,2-f]quinolin-8-one